[Cl-].ClCC(C=[NH+]C)=CN(C)C N-(2-(chloromethyl)-3-(dimethylamino)allylidene)-N-methyl-ammonium chloride